N-(4-methyl-3-(2-(pyrazin-2-ylamino)-8,9-dihydroimidazo[1',2':1,6]pyrido[2,3-d]pyrimidin-6-yl)phenyl)-4-(trifluoromethyl)picolinamide CC1=C(C=C(C=C1)NC(C1=NC=CC(=C1)C(F)(F)F)=O)C1=CC2=C(N=C(N=C2)NC2=NC=CN=C2)N2C1=NCC2